4-amino-N-((1R)-1-(3,5-difluoro-2-pyridinyl)ethyl)-7-fluoro-N,1-dimethyl-1H-pyrazolo[4,3-c]quinoline-8-carboxamide NC1=NC=2C=C(C(=CC2C2=C1C=NN2C)C(=O)N(C)[C@H](C)C2=NC=C(C=C2F)F)F